iodonium perfluorobutanesulfonate FC(C(C(C(F)(F)F)(F)F)(F)F)(S(=O)(=O)[O-])F.[IH2+]